N[C@H]1[C@@H](C2=CC=CC=C2C1)N(C=1C=C2C(N(C(C2=CC1)=O)C1C(NC(CC1)=O)=O)=O)C 5-(((1R,2R)-2-Amino-2,3-dihydro-1H-inden-1-yl)(methyl)amino)-2-(2,6-dioxopiperidin-3-yl)isoindolin-1,3-dion